ClC1=C(CCC2=CC(=CC=C12)OCC=1C=C2C(=NN(C2=CC1)C(C)C)Cl)[K] 1-chloro-6-(3-chloro-1-isopropyl-1H-indazol-5-ylmethoxy)-3,4-dihydro-naphthalen-2-yl-Potassium